(S)-N-(4-(1-(3-bromobenzoyl)-3-methyl-1,2,3,6-tetrahydropyridin-4-yl)-1H-pyrrolo[2,3-b]pyridin-6-yl)cyclopropylcarboxamide BrC=1C=C(C(=O)N2C[C@H](C(=CC2)C2=C3C(=NC(=C2)NC(=O)C2CC2)NC=C3)C)C=CC1